N1CCCC12CN(CC2)C=2N=NC(=CN2)C2=C(C=C(C=C2)C=2C=NNC2)O 2-[3-(1,7-diazaspiro[4.4]non-7-yl)-1,2,4-triazin-6-yl]-5-(1H-pyrazol-4-yl)phenol